C(C)C1=C(C=C(C=O)C=C1)OC 4-ethyl-3-methoxybenzaldehyde